2-(3-bromo-1-(2-(isopropylamino)ethyl)-1H-pyrazol-5-yl)acetonitrile BrC1=NN(C(=C1)CC#N)CCNC(C)C